P(OC(C1=C(C=C(C=C1C)C)C)=O)([O-])[O-].[Li+].[Li+] lithium 2,4,6-trimethylbenzoyl phosphite